ClC1=C(C=C(OCC(=O)NC23C(CC(CC2)(CC3)N3C=CC=C3)O)C=C1)F 2-(4-chloro-3-fluorophenoxy)-N-(2-hydroxy-4-(1H-pyrrol-1-yl)bicyclo[2.2.2]oct-1-yl)acetamide